bis(phenyldimethoxysilylpropyl) tetrasulfide C1(=CC=CC=C1)[Si](OC)(OC)CCCSSSSCCC[Si](OC)(OC)C1=CC=CC=C1